1,2,3-trimethyl-benzimidazole CN1C(N(C2=C1C=CC=C2)C)C